(S)-2-((((9H-Fluoren-9-yl)methoxy)carbonyl)amino)-5,5-dimethylhexanoic acid C1=CC=CC=2C3=CC=CC=C3C(C12)COC(=O)N[C@H](C(=O)O)CCC(C)(C)C